FC1=CC(=C(C=C1)[C@@H]1[C@@H](O[C@](C1)(C(F)(F)F)C)C(=O)NC1=CC(=NC=C1)C(=O)N)OC (2R,3R,5R)-4-[[3-(4-Fluoro-2-methoxy-phenyl)-5-methyl-5-(trifluoromethyl)tetrahydrofuran-2-carbonyl]amino]pyridin-2-carboxamid